N(=C=S)C=1C=C(OC[C@H]2N(CCCC2)C)C=C(C1)C(F)(F)F (S)-2-((3-isothiocyanato-5-(trifluoromethyl)phenoxy)methyl)-1-methylpiperidine